6,7-quinolinedicarboxylic acid N1=CC=CC2=CC(=C(C=C12)C(=O)O)C(=O)O